FC1=CC=CC=2COCC(COC=3C(=CC=C(C4=NNC5=CN=C(C12)C=C45)C3)N3CCN(CC3)C)O 17-fluoro-9-hydroxy-5-(4-methylpiperazin-1-yl)-7,11-dioxa-20,23,24-triazapentacyclo[17.5.2.12,6.013,18.022,25]heptacosa-1(24),2,4,6(27),13(18),14,16,19,21,25-decaene